pentagalloyl-α-glucose (S)-methyl-2-amino-3-((S)-2-oxopyrrolidin-3-yl)propanoate hydrochloride Cl.C[C@@](C(=O)O)(C[C@H]1C(NCC1)=O)N.C(C1=CC(O)=C(O)C(O)=C1)(=O)[C@]1([C@]([C@@]([C@]([C@@](O)(O1)C(C1=CC(O)=C(O)C(O)=C1)=O)(O)C(C1=CC(O)=C(O)C(O)=C1)=O)(O)C(C1=CC(O)=C(O)C(O)=C1)=O)(O)C(C1=CC(O)=C(O)C(O)=C1)=O)CO